C1=CC=CC=2C3=CC=CC=C3NC12 (9H)-carbazole